1-((2R,6R)-4-(6-chloro-8-fluoro-7-(2-fluoro-6-hydroxy-phenyl)quinazolin-4-yl)-2,6-dimethyl-piperazin-1-yl)prop-2-en-1-one ClC=1C=C2C(=NC=NC2=C(C1C1=C(C=CC=C1O)F)F)N1C[C@H](N([C@@H](C1)C)C(C=C)=O)C